amino-benzhydrol NC(C1=CC=CC=C1)(C1=CC=CC=C1)O